O=C1OCCN1CCNC(=O)C=1C2=C(N(N1)C1=CSC=C1)C=1C=C(C=CC1OC2OC)C=C(C)C methoxy-8-(2-methyl-propenyl)-1-thiophen-3-yl-1,4-dihydro-chromeno[4,3-c]pyrazole-3-carboxylic acid [2-(2-oxo-oxazolidin-3-yl)-ethyl]-amide